N1=C(C=CC=C1)C1=NC=CN=C1C1=NC=CC=C1 2,3-bis(2-pyridyl)pyrazine